BrC=1C=CC=2C=C3N(C2C1)C(N(C3)C(C(=O)O)CCC(=O)O)=O 2-(6-bromo-3-oxo-1H-imidazo[1,5-a]indol-2(3H)-yl)glutaric acid